((3-bromo-2-fluorophenyl)(methyl)(oxo)-λ6-sulfaneylidene)carbamate BrC=1C(=C(C=CC1)S(=O)(C)=NC([O-])=O)F